4-bromofuroic acid BrC=1C=C(OC1)C(=O)O